FC1([C@H](N(CCC1)C1=CC(=CC(N1)=O)N1CCOCC1)CC1=CC=C(C=C1)OC)F (R)-6-(3,3-difluoro-2-(4-methoxybenzyl)piperidin-1-yl)-4-morpholinopyridin-2(1H)-one